tert-butyl 4-(6-((4-(2-(cyclopentylamino)benzothiazole-6-yl)-5-fluoropyrimidine-2-yl)amino)pyridine-3-yl)piperazine-1-carboxylate C1(CCCC1)NC=1SC2=C(N1)C=CC(=C2)C2=NC(=NC=C2F)NC2=CC=C(C=N2)N2CCN(CC2)C(=O)OC(C)(C)C